tert-butyl 4-({2-[bis(3-chloro-4-fluorophenyl)methyl]-1H-imidazol-4-yl}sulfonyl)piperidine-1-carboxylate ClC=1C=C(C=CC1F)C(C=1NC=C(N1)S(=O)(=O)C1CCN(CC1)C(=O)OC(C)(C)C)C1=CC(=C(C=C1)F)Cl